5-[3-[[(4R)-1-[(5-amino-2-fluoro-phenyl)methylsulfonyl]-2,2-dimethyl-4-piperidyl]amino]phenyl]-3-(carboxymethoxy)-4-chloro-thiophene-2-carboxylic acid NC=1C=CC(=C(C1)CS(=O)(=O)N1C(C[C@@H](CC1)NC=1C=C(C=CC1)C1=C(C(=C(S1)C(=O)O)OCC(=O)O)Cl)(C)C)F